N-(10-methyl-9,10-dihydroacridin-9-yl)-2-oxo-6-(trifluoromethyl)-1,2-dihydropyridine-3-carboxamide CN1C=2C=CC=CC2C(C2=CC=CC=C12)NC(=O)C=1C(NC(=CC1)C(F)(F)F)=O